O=C1C(C(C2=CC=CC=C12)=O)=CC1=CC=C(O1)C=1C=CC(=C(C(=O)O)C1)C 5-[5-[(1,3-Dihydro-1,3-dioxo-2H-inden-2-ylidene)methyl]-2-furanyl]-2-methylbenzoic acid